N,N',N'',N'''-tetrakis-(4,6-bis-(butyl-(N-methyl-2,2,6,6-tetramethylpiperidine-4-yl)amino)-triazin-2-yl)-4,7-diazadecane-1,10-diamine C(CCC)N(C1=NN(NC(=C1)N(C1CC(N(C(C1)(C)C)C)(C)C)CCCC)NCCCN(CCN(CCCNN1NC(=CC(=N1)N(C1CC(N(C(C1)(C)C)C)(C)C)CCCC)N(C1CC(N(C(C1)(C)C)C)(C)C)CCCC)N1NC(=CC(=N1)N(C1CC(N(C(C1)(C)C)C)(C)C)CCCC)N(C1CC(N(C(C1)(C)C)C)(C)C)CCCC)N1NC(=CC(=N1)N(C1CC(N(C(C1)(C)C)C)(C)C)CCCC)N(C1CC(N(C(C1)(C)C)C)(C)C)CCCC)C1CC(N(C(C1)(C)C)C)(C)C